ClC=1C=C(C=CC1)[C@@H]1[C@H](C1)C(=O)N[C@H](C)C=1N=NN(C1)CC=1N=C2N(C=C(C=C2)C2CC2)C1 (1S,2S)-2-(3-chlorophenyl)-N-((R)-1-(1-((6-cyclopropylimidazo[1,2-a]pyridin-2-yl)methyl)-1H-1,2,3-triazol-4-yl)ethyl)cyclopropane-1-carboxamide